sodium glutamate N[C@@H](CCC(=O)[O-])C(=O)[O-].[Na+].[Na+]